4-methyl-3-(4-pyridin-3-yl-pyrimidin-2-yl)-benzamide CC1=C(C=C(C(=O)N)C=C1)C1=NC=CC(=N1)C=1C=NC=CC1